N=1C=NN2C1C(=CC=C2)[C@@H](C)N[C@H]2CC[C@@H]([C@@H](C2)O)NCC=2C=C1C=CC=NC1=CC2F (1R,2S,5S)-5-(((R)-1-([1,2,4]Triazolo[1,5-a]pyridin-8-yl)ethyl)amino)-2-(((7-fluoroquinolin-6-yl)methyl)amino)cyclohexan-1-ol